5-(((1R,4R)-5-((4'-chloro-5,5-dimethyl-3,4,5,6-tetrahydro-[1,1'-biphenyl]-2-yl)methyl)-2,5-diazabicyclo[2.2.1]heptan-2-yl)methyl)-2-(2,6-dioxopiperidin-3-yl)isoindoline-1,3-dione ClC1=CC=C(C=C1)C1=C(CCC(C1)(C)C)CN1[C@H]2CN([C@@H](C1)C2)CC=2C=C1C(N(C(C1=CC2)=O)C2C(NC(CC2)=O)=O)=O